methyl 1,4-dioxaspiro[4.4]nonane-7-carboxylate O1CCOC12CC(CC2)C(=O)OC